6-fluoro-N-((3S,4R)-3-fluoro-1-(oxetan-3-yl)piperidin-4-yl)-5-(1-((S)-2-fluoropropyl)-1H-benzo[d][1,2,3]triazol-6-yl)-4-methoxypyrrolo[2,1-f][1,2,4]triazin-2-amine FC=1C(=C2C(=NC(=NN2C1)N[C@H]1[C@H](CN(CC1)C1COC1)F)OC)C=1C=CC2=C(N(N=N2)C[C@H](C)F)C1